CC1=C(C=C(C(=C1)OC1=CC=CC=C1)C)N=CN(C)CC N'-(2,5-dimethyl-4-phenoxy-phenyl)-N-ethyl-N-methylformamidine